COC(C1=CN=CC(=C1)C1=NOC=N1)=O 5-(1,2,4-oxadiazolyl)nicotinic acid methyl ester